BrC1=NC=2N(C(N(C(C2N1CC#CC)=O)CC1=NC2=CC=CC=C2C(=N1)C)=O)C 8-bromo-7-(2-butyn-1-yl)-3,7-dihydro-3-methyl-1-[(4-methyl-2-quinazolinyl)methyl]-1H-purine-2,6-dione